O=S1(CCN(CC1)C1=CC=C(S1)C=O)=O 5-(1,1-dioxidothiomorpholino)thiophene-2-carbaldehyde